FC1=C(OC=2C=C(C=CC2)[C@@H]2N(OCC2)C2=CC(=NC=N2)NC=2C(=CC(=C(C2)NC(C=C)=O)N2C[C@@H](OCC2)C)OC)C=C(C=C1)F N-(5-((6-((R)-3-(3-(2,5-difluorophenoxy)phenyl)isoxazolidin-2-yl)pyrimidin-4-yl)amino)-4-methoxy-2-((S)-2-methylmorpholino)phenyl)acrylamide